COC(=O)C=1C(=CN(C(C1)=O)C1CCN(CC1)C(=O)OC(C)(C)C)C(=O)OC(C)(C)C (1-(tert-Butoxycarbonyl)piperidin-4-yl)-6-oxo-1,6-dihydropyridine-3,4-dicarboxylic acid 3-(tert-butyl) ester 4-methyl ester